4-chloro-5-((3R)-3-((4-(1-(3-chloro-2-(hydroxymethyl)-2-methylpropyl)-3,5-dimethyl-1H-pyrazol-4-yl)-6-fluoropyridin-2-yl)oxy)pyrrolidin-1-yl)pyridazin-3(2H)-one ClC=1C(NN=CC1N1C[C@@H](CC1)OC1=NC(=CC(=C1)C=1C(=NN(C1C)CC(CCl)(C)CO)C)F)=O